CN(C)C(C(=O)OC1=C(C=CC=C1)N)CC aminophenyl dimethylaminobutyrate